O=C1NC(CCC1NC(=O)C1=CC(=CC=2N(C(=NC21)C)CC(=O)OC(C)(C)C)C)=O tert-Butyl 2-{4-[(2,6-dioxopiperidin-3-yl)carbamoyl]-2,6-dimethyl-1H-1,3-benzodiazol-1-yl}acetate